ClC1=NN(C2=NC(=NC=C21)Cl)CCCOC2=NN(C(=C2[N+](=O)[O-])C2CC2)C=2C(=NC=C(C2)C)C 3,6-Dichloro-1-(3-((5-cyclopropyl-1-(2,5-dimethylpyridin-3-yl)-4-nitro-1H-pyrazol-3-yl)oxy)propyl)-1H-pyrazolo[3,4-d]pyrimidine